11,11',11'',11'''-(4-(2-(2,6-diphenylpyrimidin-4-yl)phenyl)pyridine-2,3,5,6-tetrayl)tetrakis(11H-benzo[a]carbazole) C1(=CC=CC=C1)C1=NC(=CC(=N1)C1=C(C=CC=C1)C1=C(C(=NC(=C1N1C2=CC=CC=C2C2=CC=C3C(=C12)C=CC=C3)N3C1=CC=CC=C1C1=CC=C2C(=C31)C=CC=C2)N2C3=CC=CC=C3C3=CC=C1C(=C23)C=CC=C1)N1C2=CC=CC=C2C2=CC=C3C(=C12)C=CC=C3)C3=CC=CC=C3